(S)-tert-Butyl 2-((3-((1-(7-methoxyquinolin-5-yl)cyclopropyl)carbamoyl)-4-methylphenoxy)methyl)piperidine-1-carboxylate COC1=CC(=C2C=CC=NC2=C1)C1(CC1)NC(=O)C=1C=C(OC[C@H]2N(CCCC2)C(=O)OC(C)(C)C)C=CC1C